6-(3-amino-6-(4-((1R,5S)-3-methyl-3-azabicyclo[3.1.0]hexan-1-yl)phenyl)pyrazin-2-yl)-7-fluoro-3,4-dihydroisoquinolin-1(2H)-one NC=1C(=NC(=CN1)C1=CC=C(C=C1)[C@@]12CN(C[C@H]2C1)C)C=1C=C2CCNC(C2=CC1F)=O